N-(p-tolyl)-7H-pyrido[4',3':4,5]pyrrolo[2,3-c][2,7]naphthyridin-5-amine C1(=CC=C(C=C1)NC1=NC2=C(C3=CC=NC=C13)C1=C(N2)C=NC=C1)C